4,4'-Methylenbis(N-sec-butylcyclohexanamin) C(C1CCC(CC1)NC(C)CC)C1CCC(CC1)NC(C)CC